CC1(COC(=O)[C@@H]1O)C (R)-Pantolactone